BrC=1C(=C2C(=NC1)N(C=C2)C(=O)OC(C)(C)C)N[C@H]2CN(CCC2)C(=O)OC(C)(C)C tert-butyl (R)-5-bromo-4-((1-(tert-butoxycarbonyl)-piperidin-3-yl)amino)-1H-pyrrolo[2,3-b]pyridine-1-carboxylate